ethyl 2-(6-bromo-4-oxopyrido[3,2-d]pyrimidin-3(4H)-yl)-2-(5-fluoro-2-(methoxymethoxy)phenyl)acetate BrC=1C=CC=2N=CN(C(C2N1)=O)C(C(=O)OCC)C1=C(C=CC(=C1)F)OCOC